COC1=CC=C(C=C1)CN1C(N(CCC1=O)C=1C=CC(=NC1)N1CCN(CC1)C(=O)OC(C)(C)C)=O tert-butyl 4-[5-[3-[(4-methoxyphenyl)methyl]-2,4-dioxo-hexahydropyrimidin-1-yl]-2-pyridyl]piperazine-1-carboxylate